N4-Benzoyl-5'-O-((2-Cyanoethoxy)(5'-O-(4,4'-Dimethoxytrityl)-2'-O-Methyluridine-3'-Yl)Phosphoryl)-2'-O-Methylcytidine C(C1=CC=CC=C1)(=O)NC1=NC(N([C@H]2[C@H](OC)[C@H](O)[C@@H](COP(=O)([C@@]3([C@H]([C@@H](O[C@@H]3COC(C3=CC=C(C=C3)OC)(C3=CC=C(C=C3)OC)C3=CC=CC=C3)N3C(=O)NC(=O)C=C3)OC)O)OCCC#N)O2)C=C1)=O